NCC1=CC=C(C=C1)[S@@](=O)(N)=NC(NC1=C2CCCC2=CC=2CCCC12)=O (R)-4-(amino-methyl)-N'-((1,2,3,5,6,7-hexahydro-s-indacen-4-yl)carbamoyl)benzene-sulfonimidamide